N1(CCCCC1)C(=O)C=1C=C2CC(NC2=CC1)=O 5-(piperidine-1-carbonyl)indolin-2-one